5-(5-(trifluoromethyl)pyridin-2-yl)-6-azaspiro[2.5]octane hydrochloride Cl.FC(C=1C=CC(=NC1)C1CC2(CC2)CCN1)(F)F